2,6-divinyl-pyridine C(=C)C1=NC(=CC=C1)C=C